(R)-3-((4-((3-Fluoropyrrolidin-1-yl)methyl)phenyl)amino)-6-(3-methyl-3H-imidazo[4,5-c]pyridin-7-yl)-5-(methylamino)pyrazine-2-carboxamide formate salt C(=O)O.F[C@H]1CN(CC1)CC1=CC=C(C=C1)NC=1C(=NC(=C(N1)NC)C=1C2=C(C=NC1)N(C=N2)C)C(=O)N